C(C)(C)(C)OC(=O)N1CCC(CC1)C1=CC(=C(C=C1)N)NC(C)C.C(C)(=O)OCC1C(C1C(=O)OCC)(C)C ethyl 3-acetoxymethyl-2,2-dimethylcyclopropanecarboxylate tert-butyl-4-(4-amino-3-(isopropylamino)phenyl)piperidine-1-carboxylate